N-(2-(4-(4-chloro-1-(4-hydroxyphenyl)-2-phenylbut-1-en-1-yl)phenoxy)ethyl)-6-((2-(2,6-dioxopiperidin-3-yl)-1-oxoisoindolin-4-yl)thio)hexanamide ClCCC(=C(C1=CC=C(C=C1)O)C1=CC=C(OCCNC(CCCCCSC2=C3CN(C(C3=CC=C2)=O)C2C(NC(CC2)=O)=O)=O)C=C1)C1=CC=CC=C1